N=1N(N=C2C1C=CC=C2)C=2C(=C(C=C(C2)CCCCCCCC)CC2=C(C(=CC(=C2)CCCCCCCC)N2N=C1C(=N2)C=CC=C1)O)O Bis(3-(2H-benzotriazol-2-yl)-2-hydroxy-5-octylphenyl)methane